FC1=C(C(=CC(=C1)OC)F)C1=C(C(N(N1C)C1=C(C=CC=C1)F)=O)NC(C1=CC=C(C=C1)OC(F)F)=O N-[5-(2,6-difluoro-4-methoxyphenyl)-2-(2-fluorophenyl)-1-methyl-3-oxo-2,3-dihydro-1H-pyrazol-4-yl]-4-(difluoromethoxy)benzamide